C(#N)C1=CC=C(CNC(=O)C2=CC=3C(=C(N=NC3)OCC3(CC3)S(NC(C)C)(=O)=O)N(C2=O)C)C=C1 N-(4-cyanobenzyl)-8-((1-(N-isopropylsulfamoyl)cyclopropyl)methoxy)-1-methyl-2-oxo-1,2-dihydropyrido[2,3-d]pyridazine-3-carboxamide